C1(CC1)CC1=CN=CC(=N1)N 6-(cyclopropylmethyl)pyrazin-2-amine